(2Z)-2-({7-amino-1-oxo-4-[3-(thiophen-2-yl)-1H-indazol-5-yl]-2,3-dihydro-1H-isoindol-2-yl}methyl)but-2-enenitrile NC=1C=CC(=C2CN(C(C12)=O)C/C(/C#N)=C/C)C=1C=C2C(=NNC2=CC1)C=1SC=CC1